O1COC2=C1C=CC=C2N2C=NC(=C2)NC2=NC(=NN1C2=CC=C1)Cl N-(1-(benzo[d][1,3]dioxol-4-yl)-1H-imidazol-4-yl)-2-chloropyrrolo[2,1-f][1,2,4]triazin-4-amine